CS(=O)(CC1CNCCC1)=NC methyl-(methylimino)(piperidin-3-ylmethyl)-λ6-Sulfanone